10,10-diethoxy-3-decanol C(C)OC(CCCCCCC(CC)O)OCC